C[C@@H]1OCC2([C@@H]1NC(OC(C)(C)C)=O)CCN(CC2)C2=NC=CC1=C2C=NN1COCC[Si](C)(C)C tert-butyl ((3S,4S)-3-methyl-8-(1-((2-(trimethylsilyl)ethoxy)methyl)-1H-pyrazolo[4,3-c]pyridin-4-yl)-2-oxa-8-azaspiro[4.5]decan-4-yl)carbamate